(R)-5-((6-(1H-imidazol-1-yl)pyridin-3-yl)ethynyl)-2-(3-(methoxymethyl)-4-(pyrimidin-2-yl)piperazin-1-yl)pyrimidine N1(C=NC=C1)C1=CC=C(C=N1)C#CC=1C=NC(=NC1)N1C[C@@H](N(CC1)C1=NC=CC=N1)COC